nickel-molybdenum-cadmium [Cd].[Mo].[Ni]